(R)-5-(4-(1-acetyl-4-acryloylpiperazin-2-yl)-6-chloropyridin-2-yl)-N-methylpyridazine-3-carboxamide C(C)(=O)N1[C@@H](CN(CC1)C(C=C)=O)C1=CC(=NC(=C1)Cl)C=1C=C(N=NC1)C(=O)NC